2-[2-(hydroxymethyl)morpholin-4-yl]pyrimidin-5-ol OCC1CN(CCO1)C1=NC=C(C=N1)O